((1H-1,2,4-triazol-1-yl)methyl)-5-(4-chlorophenoxy)-2-methyl-2,3-dihydro-1H-inden-1-ol N1(N=CN=C1)CC1(C(CC2=CC(=CC=C12)OC1=CC=C(C=C1)Cl)C)O